triisooctyl phosphite P(OCCCCCC(C)C)(OCCCCCC(C)C)OCCCCCC(C)C